3'-(tert-butyl)-[1,1'-biphenyl]-3-thiol C(C)(C)(C)C=1C=C(C=CC1)C1=CC(=CC=C1)S